(5Z)-5-(1,3-Benzoxazol-6-ylmethylene)-2-(cyclohexylamino)-3-methyl-imidazol-4-one O1C=NC2=C1C=C(C=C2)\C=C/2\C(N(C(=N2)NC2CCCCC2)C)=O